C(C)SC=1N=CC(=NC1)N1CCC2(CC1)CC1=CC=CC=C1[C@H]2N (3S)-1'-[5-(ethylsulfanyl)pyrazin-2-yl]-1,3-dihydrospiro[indene-2,4'-piperidin]-3-amine